CN1N=C(C2=CC=CC=C12)C=1C(NC2=CC=C(C=C2C1)C1=CC=C(C=C1)N1CCN(CC1)C(C)C)=O 3-(1-methyl-1H-indazol-3-yl)-6-{4-[4-(propan-2-yl)piperazin-1-yl]phenyl}-1,2-dihydroquinolin-2-one